bromo-4-(cyclopentyloxy)benzene BrC1=CC=C(C=C1)OC1CCCC1